methyl cis-2-(3-(cyclohex-1-en-1-yl)benzyl)-3-((methylsulfonyl)amino)piperidine-1-carboxylate C1(=CCCCC1)C=1C=C(C[C@@H]2N(CCC[C@@H]2NS(=O)(=O)C)C(=O)OC)C=CC1